5-bromo-6-fluoro-3-(((3-fluoropyridin-2-yl)methyl)amino)-4H-benzo[e][1,2,4]thiadiazine 1,1-dioxide BrC1=C(C=CC2=C1NC(=NS2(=O)=O)NCC2=NC=CC=C2F)F